2-(4-((1-(4-methoxyphenyl)-3-methyl-5-oxo-1,5-dihydro-4H-1,2,4-triazol-4-yl)methyl)-2,6-dimethylphenoxy)-2-methylpropanoic acid COC1=CC=C(C=C1)N1N=C(N(C1=O)CC1=CC(=C(OC(C(=O)O)(C)C)C(=C1)C)C)C